(R)-(1-(4-fluorophenyl)-6-(m-tolylsulfonyl)-4,4a,5,6,7,8-hexahydro-1H-pyrazolo[3,4-g]isoquinolin-4a-yl)(thiazol-4-yl)methanone FC1=CC=C(C=C1)N1N=CC2=C1C=C1CCN(C[C@]1(C2)C(=O)C=2N=CSC2)S(=O)(=O)C=2C=C(C=CC2)C